[Sn]=O.[Zn] Zinc-Tin-Oxide